Cl.Cl.ClC=1C(=NC2=CC=C(C=C2C1)N1C(CNCC1)=O)N1CCNCC1 1-(3-chloro-2-piperazin-1-yl-6-quinolinyl)piperazin-2-one dihydrochloride